C(=O)(OC(C)(C)C)N1[C@H](CCCC1)CN (R)-1-Boc-2-aminomethylpiperidine